bis(4-(phenyl)-2-methyl-indenyl)zirconium C1(=CC=CC=C1)C1=C2C=C(C(C2=CC=C1)[Zr]C1C(=CC2=C(C=CC=C12)C1=CC=CC=C1)C)C